C(\C=C\C(=O)OC)(=O)OC.C(=C)[SiH](O[Si](C)(C)C)C vinyltetramethyldisiloxane dimethyl fumarate